2-(2,6-dioxopiperidin-3-yl)-5-((4-((4-(4-(quinoxalin-2-yl)-1H-pyrazol-1-yl)piperidin-1-yl)sulfonyl)butyl)amino)isoindoline-1,3-dione O=C1NC(CCC1N1C(C2=CC=C(C=C2C1=O)NCCCCS(=O)(=O)N1CCC(CC1)N1N=CC(=C1)C1=NC2=CC=CC=C2N=C1)=O)=O